BrC=1C=C2C=NC(=NC2=C(C1)N1CCC(CC1)(F)F)N 6-bromo-8-(4,4-difluoropiperidin-1-yl)quinazolin-2-amine